6-(1-(3-(1H-pyrazol-1-yl)propanoyl)-1,2,5,6-tetrahydropyridin-3-yl)-7-fluoro-N,N-bis(methyl-d3)-4-(4,4,5,5-tetramethyl-1,3,2-dioxaborolan-2-yl)-1H-indole-2-carboxamide N1(N=CC=C1)CCC(=O)N1CC(=CCC1)C1=CC(=C2C=C(NC2=C1F)C(=O)N(C([2H])([2H])[2H])C([2H])([2H])[2H])B1OC(C(O1)(C)C)(C)C